OC=1C=C(C(C(=O)O)=C(C1)O)O 4,6-dihydroxysalicylic acid